C(C)(C)(C)OC(=O)N1C[C@@H](CC1)OC1=CC=C(S1)[C@H]1N([C@@H](CC2=C1N(C1=CC=CC=C21)C(=O)OC(C)(C)C)C)CC(F)F tert-Butyl (1S,3R)-1-(5-(((R)-1-(tert-butoxycarbonyl)pyrrolidin-3-yl)oxy)thiophen-2-yl)-2-(2,2-difluoroethyl)-3-methyl-1,2,3,4-tetrahydro-9H-pyrido[3,4-b]indole-9-carboxylate